4-[(2-chloro-9-propan-2-ylpurin-6-yl)amino]benzoic acid ClC1=NC(=C2N=CN(C2=N1)C(C)C)NC1=CC=C(C(=O)O)C=C1